C1(=CC=CC=C1)C=1C2=CC=CC=C2N=C2C=CC=CC12 9-PHENYLACRIDIN